(1',2-dihydroxy-1,2'-binaphthalen-4'-yl)-4-methoxybenzenesulfonamide OC1=C(C=C(C2=CC=CC=C12)C1=C(C=CC(=C1)OC)S(=O)(=O)N)C1=C(C=CC2=CC=CC=C12)O